BrC1=CC(=NC=C1)C(CO)(CO)C(C)C1=CC2=C(OC(O2)(F)F)C=C1 2-(4-bromo-2-pyridyl)-2-[1-(2,2-difluoro-1,3-benzodioxol-5-yl)ethyl]propane-1,3-diol